C(\C=C(/C)\CCC[C@H](C)CCC[C@H](C)CCCC(C)C)OC[C@@H](OC\C=C(/C)\CCC[C@H](C)CCC[C@H](C)CCCC(C)C)CO 1,2-di-phytyl-sn-glycerol